(Z)-9-undecenyl acetate C(C)(=O)OCCCCCCCC\C=C/C